Triammonium Phosphate P(=O)([O-])([O-])[O-].[NH4+].[NH4+].[NH4+]